(1-(4-((tert-butoxycarbonyl)amino)benzyl)-1H-imidazo[4,5-c]quinolin-2-yl)methyl acetate C(C)(=O)OCC=1N(C2=C(C=NC=3C=CC=CC23)N1)CC1=CC=C(C=C1)NC(=O)OC(C)(C)C